CS(=O)(=O)/C=C/[C@H](C)NC(=O)N1[C@H](C[C@H](CC1)C(F)(F)F)C1=CC=CC=C1 (2R,4S)-N-((S,E)-4-(methylsulfonyl)but-3-en-2-yl)-2-phenyl-4-(trifluoromethyl)piperidine-1-carboxamide